4-(hydroxymethyl)-2-furancarboxaldehyde phosphate P(=O)(O)(O)O.OCC=1C=C(OC1)C=O